phenethyloxy-2-anilinobenzamide C(CC1=CC=CC=C1)OC=1C(=C(C(=O)N)C=CC1)NC1=CC=CC=C1